N-[Trans-(7RS,9RS)-3-cyclopropyl-9-(3,4-dihydro-2H-chromen-3-ylcarbamoylamino)-5-(2-methylpropylsulfamoyl)-8,9-dihydro-7H-cyclopenta[h]isochinolin-7-yl]pyridin-3-carboxamid C1(CC1)C=1N=CC2=C3C(=CC(=C2C1)S(NCC(C)C)(=O)=O)[C@@H](C[C@H]3NC(NC3COC1=CC=CC=C1C3)=O)NC(=O)C=3C=NC=CC3 |r|